4-(3-bromophenyl)-6-(9,9-dimethylfluoren-2-yl)dibenzothiophene tert-butyl-2-(dimethylcarbamoyl)-3-fluoro-4,6,7,8-tetrahydropyrazolo[1,5-a][1,4]diazepine-5-carboxylate C(C)(C)(C)OC(=O)N1CC=2N(CCC1)N=C(C2F)C(N(C)C)=O.BrC=2C=C(C=CC2)C2=CC=CC1=C2SC2=C1C=CC=C2C2=CC=1C(C3=CC=CC=C3C1C=C2)(C)C